ClC1=NC=CC(=N1)N1C=C(C2=CC=CC=C12)C 1-(2-chloropyrimidin-4-yl)-3-methyl-1H-indole